FC(C1=C(C=CC=C1S(=O)(=O)C1=CC=CC=C1)N1CCNCC1)F (2-(difluoromethyl)-3-(phenylsulfonyl)phenyl)piperazine